methylamino-1-hexanoic acid CNC(C(=O)O)CCCC